ClCC=1N(C2=C(C=C(C=C2C(C1I)=O)F)CCOCC)C 2-(chloromethyl)-8-(2-ethoxyethyl)-6-fluoro-3-iodo-1-methylquinolin-4(1H)-one